N-(2,2-Diphenylethyl)-N-[2-oxo-2-[(3R)-3-(1-piperidyl)pyrrolidin-1-yl]ethyl]prop-2-ynamide C1(=CC=CC=C1)C(CN(C(C#C)=O)CC(N1C[C@@H](CC1)N1CCCCC1)=O)C1=CC=CC=C1